(S)-6-((1-Acryloylpyrrolidin-3-yl)oxy)-4-((3-chloro-4-(difluoromethoxy)-2-fluorophenyl)amino)-7-fluoro-1,5-naphthyridine-3-carbonitrile C(C=C)(=O)N1C[C@H](CC1)OC=1N=C2C(=C(C=NC2=CC1F)C#N)NC1=C(C(=C(C=C1)OC(F)F)Cl)F